N-(4-fluorophenyl)-1,2-dimethyl-5-[7-[(3R)-3-methyl-3,4-dihydro-1H-isoquinoline-2-carbonyl]-1,2,3,4-tetrahydroisoquinolin-6-yl]-N-(1-methylpyrazol-4-yl)pyrrole-3-carboxamide FC1=CC=C(C=C1)N(C(=O)C1=C(N(C(=C1)C=1C=C2CCNCC2=CC1C(=O)N1CC2=CC=CC=C2C[C@H]1C)C)C)C=1C=NN(C1)C